2,2-dimethyl-3,3-diphenylpropionitrile CC(C#N)(C(C1=CC=CC=C1)C1=CC=CC=C1)C